C(#N)C1=CC=C2C(=NC(=NC2=C1)N1CC2(CN(C2)C(=O)OC(C)(C)C)CC1)N[C@H](CC(=O)NC)CC(C)C tert-butyl (S)-6-(7-cyano-4-((5-methyl-1-(methylamino)-1-oxohexan-3-yl)amino)quinazolin-2-yl)-2,6-diazaspiro[3.4]octane-2-carboxylate